(7R,14R)-1-(difluoromethoxy)-11-(4-(dimethylphosphoryl)-3-fluorophenyl)-9-fluoro-6-(methyl-d3)-6,7-dihydro-7,14-methanobenzo[f]benzo[4,5]imidazo[1,2-a][1,4]diazocin-5(14H)-one FC(OC1=CC=CC=2C(N([C@H]3C=4N([C@@H](C21)C3)C3=C(N4)C(=CC(=C3)C3=CC(=C(C=C3)P(=O)(C)C)F)F)C([2H])([2H])[2H])=O)F